5-((2-(2,6-dioxopiperidin-3-yl)-1-oxoisoindol-5-yl)amino)pentanoic acid O=C1NC(CCC1N1C(C2=CC=C(C=C2C1)NCCCCC(=O)O)=O)=O